2-(4-(((4-(4-Bromophenyl)-5-oxo-4,5-dihydro-1H-1,2,4-triazol-1-yl)meth-yl)thio)-2-fluorophenoxy)acetic acid BrC1=CC=C(C=C1)N1C=NN(C1=O)CSC1=CC(=C(OCC(=O)O)C=C1)F